ClC1=C(C(=O)[N-]OCCO)C=CC(=C1)C1=CC=C2C(=N1)N(N=N2)CC=2C=C1C=CC=NC1=CC2.[Na+] sodium (2-chloro-4-(3-(quinolin-6-ylmethyl)-3H-[1,2,3]-triazolo[4,5-b]pyridin-5-yl)benzoyl)(2-hydroxyethoxy)amide